N-(but-3-en-1-yl)-2-phenyl-acetamide C(CC=C)NC(CC1=CC=CC=C1)=O